1,3,5-triethylbarbituric acid C(C)N1C(=O)N(C(=O)C(C1=O)CC)CC